2,6-dihydroxydibenzo-p-dioxanone OC1C(C2=C(OC3=C(O2)C=CC=C3O)C=C1)=O